CC/C=C\C/C=C\C/C=C\C/C=C\C/C=C\C/C=C\CCCCC(=O)O all-cis-6,9,12,15,18,21-tetracosahexaenoic acid